C1(CC1)NC1=NC(=NC(=N1)NC1=CC=CC=C1)N1N=C(C=C1C)C N2-cyclopropyl-6-(3,5-dimethyl-1H-pyrazol-1-yl)-N4-phenyl-1,3,5-triazine-2,4-diamine